C1(CC1)C([C@@H](C(=O)NC=1C(=NN(C1)[C@H](C)C1=CC=NNC1=O)F)N1ON=C(C1)C)C1CC1 |&1:13| N-[(1S)-1-(dicyclopropylmethyl)-2-[[3-fluoro-1-[(1RS)-1-(6-oxo-1H-pyridazin-5-yl)ethyl]pyrazol-4-yl]amino]-2-oxo-ethyl]-4-methyl-1,2,5-oxadiazole